C(C)(C)(C)OC(=O)N1C[C@@H]([C@H](CC1)[C@@H]1CCNC=2N1N=C(C2C(N)=O)C2=CC=C(C=C2)OC2=CC=CC=C2)O (3R,4R)-4-((S)-3-carbamoyl-2-(4-phenoxyphenyl)-4,5,6,7-tetrahydropyrazolo[1,5-a]pyrimidin-7-yl)-3-hydroxypiperidine-1-carboxylic acid tert-butyl ester